C(C)S(=O)(=O)C1=CC=C(C=C1)CC(=O)NC=1C=NC(=CC1)C(C(C)(C=1C=NC=CC1)C)=O 2-(4-(ethylsulfonyl)phenyl)-N-(6-(2-methyl-2-(pyridin-3-yl)propanoyl)pyridin-3-yl)acetamide